C1(CCCC1)NC1=NC=C2N=C(N(C2=N1)C1CCC(CC1)(C(=O)N)C)NC1=C(C=C(C=C1Cl)F)Cl (1r,4r)-4-(2-(cyclopentylamino)-8-(2,6-dichloro-4-fluorophenylamino)-9H-purin-9-yl)-1-methylcyclohexanecarboxamide